C1(CCCC1)CSC1=NC2=C(N1CC1=CC=C(C(=O)NCCCOC)C=C1)C=CC=C2 4-((2-((cyclopentylmethyl)thio)-1H-benzo[d]imidazol-1-yl)methyl)-N-(3-methoxypropyl)benzamide